C(=O)(O)CCC(C(=O)O)=C.C(C=C)(=O)OCCC(=O)O carboxyethyl acrylate (carboxyethyl acrylate)